tert-butyl N-cyclobutyl-N-[(3R)-1-{6-[4-(6-cyclopropylpyridazin-4-yl)-2-(methoxymethoxy)phenyl]pyridazin-3-yl}pyrrolidin-3-yl]carbamate C1(CCC1)N(C(OC(C)(C)C)=O)[C@H]1CN(CC1)C=1N=NC(=CC1)C1=C(C=C(C=C1)C1=CN=NC(=C1)C1CC1)OCOC